C(C)(C)OC(=O)N1C(C(N(C2=CC=CC=C12)CCCO)=O)=O 4-(3-hydroxypropyl)-2,3-dioxo-3,4-dihydroquinoxaline-1(2H)-carboxylic acid isopropyl ester